C(C(C)C)(=O)[C@@]1(C[C@H](OCSC)[C@@H](CO[Si](C)(C)C(C)(C)C)O1)N1C=NC=2C(=O)NC(N)=NC12 Isobutyryl-3'-O-(methylthiomethyl)-5'-O-(tert-butyldimethylsilyl)-2'-deoxyguanosine